[MgH][Cr](=O)([O-])[O-] Magnesiochromite